4-(piperidin-4-yloxy)-6-(6-(trifluoromethyl)pyrazolo[1,5-a]pyridin-3-yl)isoquinoline N1CCC(CC1)OC1=CN=CC2=CC=C(C=C12)C=1C=NN2C1C=CC(=C2)C(F)(F)F